N=1N=CN2C1N=NC=C2 1,2,4-triazolo[3,4-c]-1,2,4-triazine